C(C(=C)C)(=O)NCCC[Si](O[Si](O[Si](C)(C)C)(O[Si](C)(C)C)CCCNC(C(=C)C)=O)(O[Si](C)(C)C)O[Si](C)(C)C 1,3-bis(methacrylamidopropyl)-1,1,3,3-tetrakis(trimethylsiloxy)disiloxane